BrC=1C(=C(C(=O)O)C(=CC1)C)F 3-bromo-2-fluoro-6-methyl-benzoic acid